N-[(2S)-5-[[(1R,2S)-2-(4-Fluorophenyl)cyclopropyl]amino]-1-[4-(2-hydroxyethyl)piperazin-1-yl]-1-oxopentan-2-yl]-4-(pyrimidin-2-yl)benzamide FC1=CC=C(C=C1)[C@H]1[C@@H](C1)NCCC[C@@H](C(=O)N1CCN(CC1)CCO)NC(C1=CC=C(C=C1)C1=NC=CC=N1)=O